methyl 4-bromo-1-(oxetan-3-yl)-1H-imidazole-5-carboxylate BrC=1N=CN(C1C(=O)OC)C1COC1